CC1=CC=C(O1)C1C(C1)C(=O)OC methyl 2-(5-methylfuran-2-yl)cyclopropane-1-carboxylate